FC=1C=C(C=C(C1C)C)NC(OC1=CC=CC=C1)=O phenyl (3-fluoro-4,5-dimethylphenyl)carbamate